ClC=1C=C(CNCCC2=CN(C3=CC=CC=C23)CC)C=C(C1)C N-(3-chloro-5-methylbenzyl)-2-(1-ethyl-1H-indol-3-yl)ethan-1-amine